1-({3,4-difluoro-2-[(2-fluoro-4-iodophenyl)amino]phenyl}carbonyl)-3-{[(1,1-dimethylethyl)amino]methyl}-azetidin-3-ol FC=1C(=C(C=CC1F)C(=O)N1CC(C1)(O)CNC(C)(C)C)NC1=C(C=C(C=C1)I)F